N-ethyl-hexamethylenediamine C(C)NCCCCCCN